1-(4-chlorophenyl)-2-cyclopropylpropan ClC1=CC=C(C=C1)CC(C)C1CC1